FC1=C(C=CC=C1F)CNC(=O)C1CN(C(C1)=O)C1=CC(=CC=C1)C(F)(F)F N-[(2,3-difluorophenyl)methyl]-5-oxo-1-[3-(trifluoromethyl)phenyl]pyrrolidine-3-carboxamid